CC1=C(C=CC(=C1)C)C(/C=C(/C=O)\C)(CC=C(C)C)C (E)-4-(2,4-dimethylphenyl)-2,4,7-trimethyloct-2,6-dienal